NC(CC(CC)=O)N Diaminopropione